SC(C(=O)OCCCCCCCCCCCCCCCC)CC(=O)OCCCCCCCCCCCCCCCC Dihexadecyl 2-mercaptosuccinate